CC1=CC(=CC2=C1NC(=N2)CSC2=CC(=NC=C2)C(F)(F)F)NC2=CC=CC=C2 7-Methyl-N-phenyl-2-(((2-(trifluoromethyl)pyridin-4-yl)thio)methyl)-1H-benzo[d]imidazol-5-amine